3-Picolinic acid N1=CC(=CC=C1)C(=O)O